S1C(=NC=C1)C1CCN(CC1)C(=O)OC(C)(C)C tert-Butyl 4-(thiazol-2-yl)piperidine-1-carboxylate